C(C1=C(C(=CC(=C1)C)C(C)(C)C)O)C1=C(C(=CC(=C1)C)C(C)(C)C)O methylenebis(4-methyl-6-t-butylphenol)